1-(7-((2-((4-(4-Methylpiperazin-1-yl)-2-(trifluoromethyl)phenyl)amino)pyridin-4-yl)amino)indolin-1-yl)ethan-1-one CN1CCN(CC1)C1=CC(=C(C=C1)NC1=NC=CC(=C1)NC=1C=CC=C2CCN(C12)C(C)=O)C(F)(F)F